C(C)N(CCN(CCOC(N(CC(=O)OCCCCCCCCCCCC)CC(=O)OCCCCCCCCCCCC)=O)CCOC(N(CC(=O)OCCCCCCCCCCCC)CC(OCCCCCCCCCCCC)=O)=O)CC Didodecyl 8-(2-(diethylamino)ethyl)-3,13-bis(2-(dodecyloxy)-2-oxoethyl)-4,12-dioxo-5,11-dioxa-3,8,13-triazapentadecanedioate